C[C@@H]1O[C@@H](CN(C1)C1=CN=CC(=N1)C1=NC2=CC(=NC=C2C=C1)CNC(C1=CC(=C(C=C1)C)S(=O)(=O)C)=O)C N-((2-(6-((cis)-2,6-dimethylmorpholino)pyrazin-2-yl)-1,6-naphthyridin-7-yl)methyl)-4-methyl-3-(methylsulfonyl)benzamide